2'-fluoro-N4-butyrylcytidine triphosphate P(O)(=O)(OP(=O)(O)OP(=O)(O)O)OC[C@@H]1[C@H]([C@]([C@@H](O1)N1C(=O)N=C(NC(CCC)=O)C=C1)(O)F)O